3-(4-(Aminomethyl)-4-methylpiperidin-1-yl)-6-(2,3-dichlorophenyl)pyrazin-2(1H)-on NCC1(CCN(CC1)C=1C(NC(=CN1)C1=C(C(=CC=C1)Cl)Cl)=O)C